5-bromo-1H-benzo[d][1,3]oxazine-2,4-dione BrC1=CC=CC=2NC(OC(C21)=O)=O